methyl 4,6-dimethyl-2-(6-azaspiro[2.5]octan-6-yl)-5-(trifluoromethyl)nicotinate CC1=C(C(=NC(=C1C(=O)OC)N1CCC2(CC2)CC1)C)C(F)(F)F